methyl 1-(1-(tert-butoxycarbonyl)azetidin-3-yl)-1H-pyrrolo[2,3-b]pyridine-5-carboxylate C(C)(C)(C)OC(=O)N1CC(C1)N1C=CC=2C1=NC=C(C2)C(=O)OC